hydroxypropyl-sulfonate disodium [Na+].[Na+].OCCCS(=O)(=O)[O-].OCCCS(=O)(=O)[O-]